COC=1C=C(C=CC1N1C=NC(=C1)C)C=O (3-methoxy-4-(4-methyl-1H-imidazol-1-yl)phenyl)methanone